N-(1-(4-methoxy-3-(3-methoxypropoxy)phenyl)-3-methylbut-2-yl)formamide Tert-Butyl-N-[(E)-5-hydroxypent-3-enyl]carbamate C(C)(C)(C)OC(NCC\C=C\CO)=O.COC1=C(C=C(C=C1)CC(C(C)C)NC=O)OCCCOC